C(C)(C)C=1C(=NNC1C=1C=C(C=2N(C1)N=CN2)C)C(=O)NC2CCN(CC2)C(C)C(C)C 4-isopropyl-5-(8-methyl-[1,2,4]triazolo[1,5-a]pyridin-6-yl)-N-(1-(3-methylbutan-2-yl)piperidin-4-yl)-1H-pyrazole-3-carboxamide